(1S,4S,5S)-5-[[5-cyclopropyl-3-(2,6-dichlorophenyl)-1,2-oxazol-4-yl]methoxy]-2-azabicyclo[2.2.1]heptane C1(CC1)C1=C(C(=NO1)C1=C(C=CC=C1Cl)Cl)CO[C@@H]1[C@@H]2CN[C@H](C1)C2